C1(CC1)C=1N=NN(C1)[C@H](C(=O)N1[C@@H](C[C@H](C1)O)C(=O)NCCOCC1=C(C=C(C=C1)Cl)Cl)C(C)(C)C (2S,4r)-1-[(2S)-2-(4-cyclopropyl-triazol-1-yl)-3,3-dimethyl-butyryl]-N-[2-[(2,4-dichlorophenyl)methoxy]ethyl]-4-hydroxy-pyrrolidine-2-carboxamide